N-((3S,4S,6R)-6-allyl-4-(3,4-difluorophenyl)piperidin-3-yl)-10-bromo-5,6-dihydropyrazolo[1,5-d]thieno[3,2-f][1,4]oxazepin-2-carboxamide C(C=C)[C@@H]1C[C@H]([C@@H](CN1)NC(=O)C1=CC=2C=3N(CCOC2S1)N=CC3Br)C3=CC(=C(C=C3)F)F